N-heptyl-maleimide C(CCCCCC)N1C(C=CC1=O)=O